ClC=1C=C(C=CC1Cl)NC1=NN(C(=N1)N)CC1=CC=C(C=C1)C(C)C N3-(3,4-dichlorophenyl)-1-(4-isopropylbenzyl)-1H-1,2,4-triazole-3,5-diamine